NC1=CC=C(C=C1)C1(CC(C2=CC(=CC=C12)N)(C)C)C [1-(4-aminophenyl)-1,3,3-trimethyl-indan-5-yl]amine